1-(5-(6-chloro-3-(1H-imidazol-1-yl)-5-methoxy-1-methyl-1H-pyrrolo[3,2-b]pyridin-2-yl)-4H-1,2,4-triazol-3-yl)ethan-1-ol ClC=1C=C2C(=NC1OC)C(=C(N2C)C=2NC(=NN2)C(C)O)N2C=NC=C2